(2Z,4E,6E,8E)-9-(3-(1H-imidazol-1-yl)-2,6,6-trimethylcyclohex-1-en-1-yl)-N-(4-fluorophenyl)-3,7-dimethylnona-2,4,6,8-tetraenamide N1(C=NC=C1)C1C(=C(C(CC1)(C)C)/C=C/C(=C/C=C/C(=C\C(=O)NC1=CC=C(C=C1)F)/C)/C)C